C1(=CCCCCC1)C1=NN2C(N(C(=C(C2=O)N2CCN(CC2)C(C2=C(C=NC=C2)O)=O)CC)CC(=O)NC2=C(C=C(C=C2)C(F)(F)F)C)=N1 2-(2-(Cyclohept-1-en-1-yl)-5-ethyl-6-(4-(3-hydroxyisonicotinoyl)piperazin-1-yl)-7-oxo-[1,2,4]triazolo[1,5-a]pyrimidin-4(7H)-yl)-N-(2-methyl-4-(trifluoromethyl)phenyl)acetamide